C(C)OC(=O)C1=NC2=CC=CC=C2C(=C1O)N1CC(C1)OC hydroxy-4-(3-methoxyazetidin-1-yl)quinoline-2-carboxylic acid ethyl ester